(2R,4S)-tert-butyl 4-(4-amino-3-((1-cyclopropyl-2-methyl-1H-benzo[d]imidazol-5-yl)ethynyl)-1H-pyrazolo[4,3-c]pyridin-1-yl)-2-(methoxymethyl)pyrrolidine-1-carboxylate NC1=NC=CC2=C1C(=NN2[C@H]2C[C@@H](N(C2)C(=O)OC(C)(C)C)COC)C#CC2=CC1=C(N(C(=N1)C)C1CC1)C=C2